2-methoxy-N-(prop-2-yn-1-yl)-4-(pyrrolidine-1-carbonyl)aniline COC1=C(NCC#C)C=CC(=C1)C(=O)N1CCCC1